C[C@H]1C=2C(=CC=NC2C[C@H](C1)C)O (5R,7S)-5,7-dimethyl-5,6,7,8-tetrahydroquinolin-4-ol